C(CCCCCC)OCCOCCOCCOCCOC Tetraethylene glycol methyl heptyl ether